C(C)(=O)ON(CCN(OC(C)=O)OC(C)=O)OC(C)=O.[Na] sodium ethylenediamine tetra-acetate